8-((2S,SR)-4-((1-cyclopropyl-1H-tetrazol-5-yl)methyl)-2,5-dimethylpiperazin-1-yl)-5-methyl-6-oxo-5,6-dihydro-1,5-naphthyridine-2-carbonitrile C1(CC1)N1N=NN=C1CN1C[C@@H](N(C[C@@H]1C)C1=CC(N(C=2C=CC(=NC12)C#N)C)=O)C |&1:14|